N=1N=C(N2C1CCCCC2)CNC2=CC1=C(N=CS1)C=C2 N-((6,7,8,9-tetrahydro-5H-[1,2,4]triazolo[4,3-a]azepin-3-yl)methyl)benzo[d]thiazol-6-amine